4-(trifluoromethyl)picolinic acid FC(C1=CC(=NC=C1)C(=O)O)(F)F